N-{4-[(5-Bromopyrimidin-2-yl)thio]-3-chloropyridin-2-yl}-N-[(tert-butoxy)carbonyl]carbamic acid tert-butyl ester C(C)(C)(C)OC(N(C(=O)OC(C)(C)C)C1=NC=CC(=C1Cl)SC1=NC=C(C=N1)Br)=O